1-ethyl-3-methylimidazolium hexafluorophosphate salt F[P-](F)(F)(F)(F)F.C(C)N1C=[N+](C=C1)C